(2R,6S)-4-(4-ethenylphenyl)-2,6-dimethylmorpholine C(=C)C1=CC=C(C=C1)N1C[C@H](O[C@H](C1)C)C